C(C1=CC=CC=C1)OCC1=C(C=C(C=C1)C)N1C(SCC1=O)=N 3-(2-((benzyloxy)methyl)-5-methylphenyl)-2-iminothiazolidin-4-one